CC(C)=O n-propanone